diisobutyl-(dec-9-en-1-yl)aluminum C(C(C)C)[Al](CCCCCCCCC=C)CC(C)C